S(=O)(=O)(C1=CC=C(C)C=C1)OC[C@@H]1[C@@H](C1)C(=O)OC methyl (1R,2S)-2-((tosyloxy)methyl)cyclopropane-1-carboxylate